(fluorosulfonyl)Lithium FS(=O)(=O)[Li]